3-[2-(trimethylsilyl)ethoxy]methyl-1,3-diazinon C[Si](CCOCN1C(N=CC=C1)=O)(C)C